O1CCC(CC1)N1N=CC(=C1)C1=CC(=NC=N1)C1=CN=C2N1N=C(C=C2)C(F)(F)F 3-[6-(1-Tetrahydropyran-4-ylpyrazol-4-yl)pyrimidin-4-yl]-6-(trifluoromethyl)imidazo[1,2-b]pyridazine